(S)-6-(8-amino-1-(4-((4-cyanopyridin-2-yl)carbamoyl)-2-fluorophenyl)imidazo[1,5-a]pyrazin-3-yl)-5-azaspiro[2.4]heptane-5-carboxylic acid tert-butyl ester C(C)(C)(C)OC(=O)N1CC2(CC2)C[C@H]1C1=NC(=C2N1C=CN=C2N)C2=C(C=C(C=C2)C(NC2=NC=CC(=C2)C#N)=O)F